CC(C(=O)O)C1=CC=C(C=C1)CC(C)C methyl-4-(isobutyl)phenylacetic acid